3-(5-(((1R,2R,3R)-2-amino-3-methoxycyclohexyl)methyl)-1-oxoisoindolin-2-yl)piperidine-2,6-dione N[C@@H]1[C@H](CCC[C@H]1OC)CC=1C=C2CN(C(C2=CC1)=O)C1C(NC(CC1)=O)=O